(1S,2S,4R)-dispiro[bicyclo[2.2.1]heptane-2,3'-[1,2,4]trioxolane-5',1''-cyclohexan] C12(CCCCC1)O[C@@]1(OO2)[C@H]2CC[C@@H](C1)C2